C1(CC1)S(=O)(=O)N1N=CC(=C1)C1=NC=CC(=N1)NC1=NC=C(C(=C1)N1CCC(CC1)C1CC1)C#CC=1C=NN(C1)C(F)(F)F 1-(1-(2-((2-(1-(Cyclopropylsulfonyl)-1H-pyrazol-4-yl)pyrimidin-4-yl)amino)-5-((1-(trifluoromethyl)-1H-pyrazol-4-yl)ethynyl)pyridin-4-yl)piperidin-4-yl)cyclopropan